N,N-diethyl-aminopropyl-methyl-dimethoxysilane tert-butyl-(R)-3-(2-hydroxyethyl)pyrrolidine-1-carboxylate C(C)(C)(C)OC(=O)N1C[C@H](CC1)CCO.C(C)N(CC)CCC[Si](OC)(OC)C